C1(CCCC1)C1=NOC2=C1N=C(N=C2N2CCOCC2)C2=CC=C(C=C2)O 4-(3-cyclopentyl-7-morpholinoisoxazolo[4,5-d]pyrimidin-5-yl)phenol